[18,32-Dimethyl-20-oxo-14-oxa-8,9,10,21-tetraazahexacyclo[19.5.3.216,19.13,7.06,10.024,28]dotriaconta-1(26),3(32),4,6,8,16,18,24,27,30-decaen-2-yl]acetic acid CC=1C=C2COCCCN3N=NC4=C3C=CC(C(C3=CC=C5CCN(C(C1C=C2)=O)CC5=C3)CC(=O)O)=C4C